FC1=C(C=CC=C1)C1=C(N=C(C=2N1N=CC2)N2CCC(CC2)C(=O)OCC)C ethyl 1-[7-(2-fluorophenyl)-6-methyl-pyrazolo[1,5-a]pyrazin-4-yl]piperidine-4-carboxylate